FC([C@@](C)(O)[C@H]1[C@@H]2CCN([C@H]([C@H]2CCC1)C)C(CC1=C(C(=NC=C1Cl)C(C)=O)Cl)=O)F 1-[(1S,4aR,5R,8aS)-5-[(1S)-2,2-difluoro-1-hydroxy-1-methyl-ethyl]-1-methyl-3,4,4a,5,6,7,8,8a-octahydro-1H-isoquinolin-2-yl]-2-(2-acetyl-3,5-dichloro-4-pyridyl)ethanone